C(C)(C)P(C1=C(C(=CC=C1)OC)C1=C(C=CC=C1OC)P(C(C)C)C(C)C)C(C)C 2,2'-bis(diisopropylphosphino)-6,6'-dimethoxy-1,1'-biphenyl